tris(2,2,6,6-tetramethyl-4-piperidyl)-benzene-1,3,4-tricarboxylate CC1(NC(CC(C1)C1=C(C(=C(C(=C1C(=O)[O-])C1CC(NC(C1)(C)C)(C)C)C(=O)[O-])C(=O)[O-])C1CC(NC(C1)(C)C)(C)C)(C)C)C